2-ethoxycyclopropane C(C)OC1CC1